N-[(1R)-1-[3-(difluoromethyl)-2-methylphenyl]ethyl]-2-methyl-6-pyrrolidin-1-yl-pyrido[3,4-d]pyrimidin-4-amine FC(C=1C(=C(C=CC1)[C@@H](C)NC=1C2=C(N=C(N1)C)C=NC(=C2)N2CCCC2)C)F